(S)-2-(3-(dimethylamino)-2,5-dioxopyrrolidin-1-yl)-N-(2-fluorobenzyl)propanamide succinate C(CCC(=O)O)(=O)O.CN(C1C(N(C(C1)=O)[C@H](C(=O)NCC1=C(C=CC=C1)F)C)=O)C